Ethyl-(2S)-2-[4-chloro-5-fluoro-2-(4-ethoxy-4,5-dihydroisoxazol-3-yl)phenoxy]propanoat C(C)OC([C@H](C)OC1=C(C=C(C(=C1)F)Cl)C1=NOCC1OCC)=O